CN(C(C1=CC(=CC=C1)C1=COC=2C1=NC=C(C2)C2=CC=C(C=C2)N2CCNCC2)=O)C N,N-dimethyl-3-(6-(4-(piperazin-1-yl)phenyl)furo[3,2-b]pyridin-3-yl)benzamide